4-[5-(2-amino-2-methylpropyl)pyrimidin-2-yl]-3-(5-cyclopropyl-2-methylpyrazol-3-yl)oxybenzonitrile NC(CC=1C=NC(=NC1)C1=C(C=C(C#N)C=C1)OC=1N(N=C(C1)C1CC1)C)(C)C